(Z)-N-(3-ethynyl-4-fluorophenyl)-N'-hydroxy-4-((2-(methylthio)ethyl)amino)-1,2,5-oxadiazole-3-carboxamidine C(#C)C=1C=C(C=CC1F)N\C(=N/O)\C1=NON=C1NCCSC